1-[2-(3-chlorophenyl)-2-methoxy-propyl]-3-(2-furylmethyl)urea ClC=1C=C(C=CC1)C(CNC(=O)NCC=1OC=CC1)(C)OC